C1(CCC(CC1)C(=O)OCC)C(=O)OCC diethyl 1,4-cyclohexanedicarboxylate